CC1=C(C=CC=C1)C1=CC(=CC=C1)S(=O)(=O)NC1=C(C=CC=C1)C#CC=1C=CC(=NC1)C(=O)O 5-[2-(2-{2'-methyl-[1,1'-biphenyl]-3-sulfonamido}phenyl)ethynyl]pyridine-2-carboxylic acid